FC=1C=C(CN2C=CC3=CC(=CC=C23)N)C=C(C1)F 1-(3,5-difluorobenzyl)-1H-indol-5-amine